NC1=CC=CC(=N1)S(=O)(=O)NC(=O)C=1C(=NC(=CC1)C1=CC(=CC(=C1)OCC(CO)C)F)N1C(C[C@@H](C1)C)(C)C N-[(6-Amino-2-pyridyl)sulfonyl]-6-[3-fluoro-5-(3-hydroxy-2-methyl-propoxy)phenyl]-2-[(4S)-2,2,4-trimethylpyrrolidin-1-yl]pyridin-3-carboxamid